FC1=CC=2[C@](C3=CC=CC=C3C2C(=C1)C=1C=NN(C1)[C@H](C(=O)NNC1=CC=C(C=C1)F)C)(C(F)(F)F)O (S)-2-(4-((R)-2-fluoro-9-hydroxy-9-(trifluoromethyl)-9H-fluoren-4-yl)-1H-pyrazol-1-yl)-N'-(4-fluorophenyl)propanehydrazide